2-fluoro-1-(3-methyl-3-(3-(4-(trifluoromethyl)phenyl)-1H-pyrazolo[3,4-b]pyridin-1-yl)azetidin-1-yl)prop-2-en-1-one FC(C(=O)N1CC(C1)(N1N=C(C=2C1=NC=CC2)C2=CC=C(C=C2)C(F)(F)F)C)=C